FC=1C=C2CCOC(C2=CC1)[C@]1(CN(CC1)C(C)(C)C=1C=CC(=NC1)C)CCC=1SC=CC1 |o1:11| 5-(2-((3R or S)-3-(6-fluoroisochroman-1-yl)-3-(2-(thiophen-2-yl)ethyl)pyrrolidin-1-yl)propan-2-yl)-2-methylpyridine